N/C(/NCCC[C@@H](NC(C(C1=CC=CC=C1)C=1C=C(OCCOCCOCCNC(OC(C)(C)C)=O)C=CC1)=O)C(NCC1=CC=C(C=C1)O)=O)=N/C(NCCNC(CC)=O)=O tert-butyl (2-(2-(2-(3-((4R,Z)-9-amino-4-((4-hydroxybenzyl)carbamoyl)-2,11,16-trioxo-1-phenyl-3,8,10,12,15-pentaazaoctadec-9-en-1-yl)phenoxy)ethoxy)ethoxy)-ethyl)carbamate